FC(OC=1C=C2C=CC(=NC2=CC1)CNCCC(=O)NCCCNC1=NC2=C(C3=CN=CC=C13)C=CC(=C2)C(=O)N)(F)F 5-((3-(3-(((6-(trifluoromethoxy)quinolin-2-yl)methyl)amino)propanamido)propyl)amino)benzo[c][2,6]naphthyridine-8-carboxamide